C(\C=C\C(=O)OCCC[Si](C)(C)C)(=O)OCCC[Si](C)(C)C bis(3-(trimethylsilyl) propyl) fumarate